FC(C(C(C(F)(F)F)(F)F)(F)F)(C(=O)[O-])F.C1(=CC=CC=C1)[S+](C1=CC=CC=C1)C1=CC=CC=C1.C1(=CC=CC=C1)[S+](C1=CC=CC=C1)C1=CC=CC=C1.FC(C(C(C(F)(F)F)(F)F)(F)F)(C(=O)[O-])F bis(triphenyl-sulfonium) perfluorobutane-1-carboxylate